OC=1C(=C(C(=CC1)C)N1C=CC=C1)C 1-(3-hydroxy-2,6-dimethylphenyl)-1H-pyrrole